5-fluorobenzoxazol-2-thiol FC=1C=CC2=C(N=C(O2)S)C1